1-[(3-BROMOTHIOPHEN-2-YL)METHYL]PIPERIDINE-2-CARBALDEHYDE BrC1=C(SC=C1)CN1C(CCCC1)C=O